C(C1=CC=CC=C1)NCC1OCC2=C(C=CC=C12)C1=CC(=NC=C1)C(F)(F)F N-benzyl-1-(4-(2-(trifluoromethyl)pyridin-4-yl)-1,3-dihydroisobenzofuran-1-yl)methanamine